3-(3,4-difluorophenyl)-1-(6-methoxypyridin-3-yl)-1-((5-(trifluoromethyl)-1H-pyrazol-3-yl)methyl)urea FC=1C=C(C=CC1F)NC(N(CC1=NNC(=C1)C(F)(F)F)C=1C=NC(=CC1)OC)=O